(1R)-1-(2-(2-azidoethyl)-5-fluorobenzofuran-7-yl)ethan-1-amine N(=[N+]=[N-])CCC=1OC2=C(C1)C=C(C=C2[C@@H](C)N)F